3-(4-(pyridin-4-ylmethyl)-1H-imidazol-2-yl)propionitrile N1=CC=C(C=C1)CC=1N=C(NC1)CCC#N